[Si](C1=CC=CC=C1)(C1=CC=CC=C1)(C(C)(C)C)OCC[C@@H]1N(C=2C=3C(=NC(=C(C3N=C(N2)SC)F)Cl)OC1)C (S)-9-(2-((tert-butyldiphenylsilyl)oxy)ethyl)-5-chloro-4-fluoro-10-methyl-2-(methylthio)-9,10-dihydro-8H-7-oxa-1,3,6,10-tetraazacyclohepta[de]naphthalene